CO[Si](CCC)(CCC)OC dimethoxydipropyl-silane